N1C=NC(=C1)C(=O)N1C[C@@H](CCC1)N(C(=O)NCC=1NC2=CC=C(C=C2C1)Cl)C (R)-1-(1-(1H-imidazole-4-carbonyl)piperidin-3-yl)-3-((5-chloro-1H-indol-2-yl)methyl)-1-methylurea